5-(((trans-3-(4-amino-3-cyclopropyl-1H-pyrazolo[3,4-b]pyridin-1-yl)cyclobutyl)methyl)amino)-2-(2,6-dioxopiperidin-3-yl)isoindoline-1,3-dione NC1=C2C(=NC=C1)N(N=C2C2CC2)[C@@H]2C[C@H](C2)CNC=2C=C1C(N(C(C1=CC2)=O)C2C(NC(CC2)=O)=O)=O